[4,4-dimethyl-1-(2H-tetraazol-5-yl)pentyl](7-methoxy-4-quinazolinyl)amine CC(CCC(C=1N=NNN1)NC1=NC=NC2=CC(=CC=C12)OC)(C)C